FC1(CCC(CC1)N(C(OC(C)(C)C)=O)C1=NC(=NC(=C1)OCC1=NN(C=N1)C)C=1SC=C(N1)CF)F tert-butyl (4,4-difluorocyclohexyl)(2-(4-(fluoromethyl)thiazol-2-yl)-6-((1-methyl-1H-1,2,4-triazol-3-yl)methoxy)pyrimidin-4-yl)carbamate